(3-(1-aminoethyl)-4-fluoro-5-(trifluoromethyl)phenyl)carbamic acid benzyl ester C(C1=CC=CC=C1)OC(NC1=CC(=C(C(=C1)C(F)(F)F)F)C(C)N)=O